ClC=1C(=CC(=C(C(=O)NS(=O)(=O)N2CCC(CC2)OC2CN(C2)C2CC2)C1)F)OCC1CCCC1 5-chloro-4-(cyclopentylmethoxy)-N-((4-((1-cyclopropylazetidin-3-yl)oxy)piperidin-1-yl)sulfonyl)-2-fluorobenzamide